ClC1=C(C=C(C=C1)NC(=O)N1C2CC(CC1C2)C(F)(F)F)[C@@H]2C[C@@H](C2)O cis-N-(4-chloro-3-(cis-3-hydroxycyclobutyl)phenyl)-3-(trifluoromethyl)-6-azabicyclo[3.1.1]heptane-6-carboxamide